C(=O)O.NCCCCCN1C(=NC2=C1C=C(C(=C2)Cl)F)NC=2C=C(C(=O)NO)C=CC2 3-((1-(5-aminopentyl)-5-chloro-6-fluoro-1H-benzo[d]imidazol-2-yl)amino)-N-hydroxybenzamide formate